ClC=1C=C(C(=O)NCC=2C=NC=CC2)C=C(C1)NS(=O)(=O)C1=CC=C(C=C1)C 3-chloro-5-((4-methylphenyl)sulfonylamino)-N-(pyridin-3-ylmethyl)benzamide